C1(=CC=CC=C1)C(C(=O)N1CC2=C(CC1)SC=C2C2=NOC(=N2)C(F)(F)F)C 2-phenyl-1-(3-(5-(trifluoromethyl)-1,2,4-oxadiazol-3-yl)-6,7-dihydrothieno[3,2-c]pyridin-5(4H)-yl)propan-1-one